C(C)(=O)C1=C(C(=C(OCC2=CC=CN3C2=NC=C(C3=O)C3=NN=NN3)C=C1)CCC)O 9-[(4-Acetyl-3-hydroxy-2-n-propylphenoxy)methyl]-3-(1H-tetrazol-5-yl)-4H-pyrido[1,2-a]pyrimidin-4-one